C(C)OC1=NC=C(C=C1NC1=NNC2=CC(=CC=C12)C1C[C@@]12C(NC1=CC=C(C=C21)OC)=O)C=2N=COC2 (1R)-2-(3-((2-ethoxy-5-(oxazol-4-yl)pyridin-3-yl)amino)-1H-indazol-6-yl)-5'-methoxyspiro[cyclopropane-1,3'-indolin]-2'-one